CC1CN(CO1)C=C 5-methyl-3-vinyl-oxazolidine